BrC1=C(N=C2N(C1=O)C=CC=C2)C(F)(F)F 3-bromo-2-(trifluoromethyl)-4H-pyrido[1,2-a]pyrimidin-4-one